1-(5-(4-isopropyl-5-(8-methyl-[1,2,4]triazolo[1,5-a]pyridin-6-yl)-1H-pyrazol-3-yl)pyridin-2-yl)-N,N-dimethylamine C(C)(C)C=1C(=NNC1C=1C=C(C=2N(C1)N=CN2)C)C=2C=CC(=NC2)CNC